C(C)(C)(C)OC(N[C@H](C(=O)N1[C@@H](C[C@H](C1)O)C(N[C@@H](C)C1=CC=C(C=C1)C#N)=O)C(C)(C)C)=O ((S)-1-((2S,4R)-2-(((S)-1-(4-cyanophenyl)ethyl)carbamoyl)-4-hydroxypyrrolidin-1-yl)-3,3-dimethyl-1-oxobutan-2-yl)carbamic acid tert-butyl ester